CC(C)N1C(C2(CC1)CCCCC2)=O 2-(prop-2-yl)-2-azaspiro[4.5]Decan-1-one